3-((6-cyanoquinolin-4-yl)amino)-N-(4-(m-tolylamino)pyridin-2-yl)benzamide C(#N)C=1C=C2C(=CC=NC2=CC1)NC=1C=C(C(=O)NC2=NC=CC(=C2)NC=2C=C(C=CC2)C)C=CC1